C(C)C(C=O)C Ethylpropionaldehyde